FC1=C(OC2CCC(CC2)(C(=O)O)CO)C=C(C(=C1)OC)C(N[C@@H]1COC[C@@H]1C(NCC(C)(C)C)=O)=O |o1:23,27| (1R,4s)-4-(2-Fluoro-4-methoxy-5-(((3S*,4R*)-4-(neopentylcarbamoyl)tetrahydrofuran-3-yl)carbamoyl)phenoxy)-1-(hydroxymethyl)cyclohexane-1-carboxylic Acid